COC1=C(C=O)C=CC(=C1)CCC 2-Methoxy-4-propylbenzaldehyde